1-bromo-2-(bromomethyl)-3-nitro-benzene BrC1=C(C(=CC=C1)[N+](=O)[O-])CBr